(R)-6-bromo-N-(3-(3-imino-2,5-dimethyl-1,1-dioxo-1,2,4-thiadiazin-5-yl)phenyl)benzo[d]oxazole-2-carboxamide BrC1=CC2=C(N=C(O2)C(=O)NC2=CC(=CC=C2)[C@]2(NC(N(S(C2)(=O)=O)C)=N)C)C=C1